ethyl ((R)-((((2R,5R)-5-(6-amino-9H-purin-9-yl)-4-fluoro-2,5-dihydrofuran-2-yl)oxy)methyl)(phenoxy)phosphoryl)-L-alaninate NC1=C2N=CN(C2=NC=N1)[C@H]1C(=C[C@H](O1)OC[P@@](=O)(OC1=CC=CC=C1)N[C@@H](C)C(=O)OCC)F